CN(C)C=NC=1NC(C=2N=CN([C@H]3[C@H](OCCC(NC)=O)[C@H](O)[C@@H](CO)O3)C2N1)=O N2-(N,N-dimethylaminomethylene)-2'-O-(2-(N-methylcarbamoyl)ethyl)guanosine